ClC=1C=CC(=C(C1)N1N=C(C=2C=NC(=CC21)C=2C=NN1C2N=CC=C1)C)SC 1-(5-chloro-2-(methylthio)phenyl)-3-methyl-6-(pyrazolo[1,5-a]pyrimidin-3-yl)-1H-pyrazolo[4,3-c]pyridine